(R)-2-((1-(2-cyano-3-(4-(3-cyano-1-methyl-1H-pyrazol-4-yl)piperazin-1-yl)-7-methylquinoxalin-5-yl)ethyl)-amino)benzoic acid C(#N)C1=NC2=CC(=CC(=C2N=C1N1CCN(CC1)C=1C(=NN(C1)C)C#N)[C@@H](C)NC1=C(C(=O)O)C=CC=C1)C